5-cyano-4-cyclobutyl-2-methylbenzoic acid C(#N)C=1C(=CC(=C(C(=O)O)C1)C)C1CCC1